6-(1-chloroethyl)quinoxaline ClC(C)C=1C=C2N=CC=NC2=CC1